CN(CCN(C1=C(C=C(C=C1)NC1=NC(=NC=C1C1=CC=C(C=C1)C(F)(F)F)NC=1C=NN(C1)C)[N+](=O)[O-])C)C N4-(4-{[2-(dimethyl-amino)ethyl](methyl)amino}-3-nitrophenyl)-N2-(1-methyl-1H-pyrazol-4-yl)-5-[4-(trifluoromethyl)phenyl]pyrimidine-2,4-diamine